O1CCN(CC1)C1=NC=C(C=N1)C=1C=CC=2N(C1)C1=C(N2)CCCCC1(O)C1=CC=C(C=C1)C 2-(2-morpholinopyrimidin-5-yl)-10-(p-tolyl)-7,8,9,10-tetrahydro-6H-cyclohepta[4,5]imidazo[1,2-a]pyridin-10-ol